12-bromo-10,10-dimethyl-10H-indeno-[2,1-b]Triphenylene BrC=1C=C2C=C3C=C4C=5C=CC=CC5C=5C=CC=CC5C4=CC3=C2C(C1)(C)C